C(=CCCCO)O 1,5-Pentendiol